N=1N=CN2C1C1=C(OCCC2)C(=CC=C1)NC1=C(N=NC=C1)C(=O)NC 4-((6,7-dihydro-5H-benzo[b][1,2,4]triazolo[3,4-d][1,5]oxazocine-9-yl)amino)-N-methylpyridazine-3-carboxamide